CN(C(=O)C=1C=CC=2N(C1)C(=CN2)C=2C=CC(=NC2)NC(OC)=O)C2=CC=C(C=C2)C(NC)=O methyl N-[5-[6-[methyl-[4-(methylcarbamoyl) phenyl]carbamoyl] imidazo[1,2-a]pyridin-3-yl]-2-pyridyl]carbamate